6-bromo-N-(3-fluorophenyl)-1H-indole-2-carboxamide BrC1=CC=C2C=C(NC2=C1)C(=O)NC1=CC(=CC=C1)F